2-(4,4-dimethylpentane-2-yl)-5,7,7-trimethyloctanoic acid CC(CC(C)C(C(=O)O)CCC(CC(C)(C)C)C)(C)C